FC(C(=O)O)(F)F.NC1=NC=CC2=C1N=C(N=C2)C=2C=C(C=CC2OC(F)(F)F)C#C[C@]2(C(N(CC2)C)=O)O (R)-3-((3-(8-aminopyrido[3,4-d]pyrimidin-2-yl)-4-(trifluoromethoxy)phenyl)ethynyl)-3-hydroxy-1-methylpyrrolidin-2-one trifluoroacetate